NC=1C(=C(OC=2C(=C(C(=O)OC(C)(C)C)C(=CC2)[N+](=O)[O-])C)C(=C(C1)F)F)F tert-butyl 3-(3-amino-2,5,6-trifluorophenoxy)-2-methyl-6-nitrobenzoate